C1=CC(=CC(=C1)O)CCC(=O)O m-hydroxyphenylpropionic acid